N-(6-(1,2-dimethyl-1H-imidazol-5-yl)isoquinolin-3-yl)-1-(2-fluoro-2-methylpropyl)piperidine-4-carboxamide CN1C(=NC=C1C=1C=C2C=C(N=CC2=CC1)NC(=O)C1CCN(CC1)CC(C)(C)F)C